3-(2,3-dihydro-4H-benzo[b][1,4]oxazin-4-yl)-1-(2,3-dihydrobenzo[b][1,4]dioxin-6-yl)propan-1-one O1C2=C(N(CC1)CCC(=O)C1=CC3=C(OCCO3)C=C1)C=CC=C2